OC(C(C)(C)N1CC=CC=C1)(C)C N-(2-hydroxy-1,1,2-trimethyl-propyl)pyridine